3,5-dibromobenzoic acid BrC=1C=C(C(=O)O)C=C(C1)Br